4-Hydroxy-1,3,5-triisopropyl-pyrazol OC=1C(=NN(C1C(C)C)C(C)C)C(C)C